C(C1=CC=CC=C1)OCCCCCOCC(=O)OCC ethyl 2-(5-benzyloxypentoxy)acetate